ClC=1C=CC(=NC1)C=1N=C2C(=NC1)N=C(S2)NC(=O)C=2C=NC(=CC2C2=CC(=NC=C2OC)C#N)C N-(6-(5-chloropyridin-2-yl)thiazolo[4,5-b]pyrazin-2-yl)-2'-cyano-5'-methoxy-6-methyl-[4,4'-bipyridine]-3-carboxamide